ClC1=NC=CC(=C1)OC=1C=CC(=C(C(=O)N)C1)O 5-[(2-chloro-4-pyridyl)oxy]-2-hydroxy-benzamide